P(=O)(O)([O-])[O-].[K+].[K+] Dikalium hydrogenorthophosphat